methyl 2-[4-[[1-[2-(tert-butoxycarbonylamino)ethyl]-4-piperidyl]methyl]piperazin-1-yl]acetate C(C)(C)(C)OC(=O)NCCN1CCC(CC1)CN1CCN(CC1)CC(=O)OC